O1C(CCCC1)O[C@@H](C)C=1N(C=CN1)CC1=NOC(=C1)C1=CC=C(C=C1)C#CC1=CC=C(CN2CCOCC2)C=C1 4-(4-((4-(3-((2-((1S)-1-((tetrahydro-2H-pyran-2-yl)oxy)ethyl)-1H-imidazole-1-yl)methyl)isoxazol-5-yl)phenyl)ethynyl)benzyl)morpholine